6-(4-Tert-Butylphenoxy)Pyridin-3-Amine C(C)(C)(C)C1=CC=C(OC2=CC=C(C=N2)N)C=C1